2-chloro-5-ethyl-oxazole-4-carboxylic acid ethyl ester C(C)OC(=O)C=1N=C(OC1CC)Cl